CC(C(/C=C/C)=O)CC (2E)-5-methylhept-2-en-4-one